COC(=O)C1=C(N=NC(=C1)Cl)N1CCC(CCC1)(F)F 6-chloro-3-(4,4-difluoroazepan-1-yl)pyridazine-4-carboxylic acid methyl ester